8-(bicyclo[1.1.1]pentan-1-ylamino)-2-(methylsulfinyl)pyrido[3,4-d]pyrimidine-6-carbonitrile C12(CC(C1)C2)NC2=NC(=CC1=C2N=C(N=C1)S(=O)C)C#N